C1(=CC(=CC=C1)NC1=NC=CC=C1N)C N2-(m-tolyl)pyridine-2,3-diamine